3,5-difluorobenzyl methanesulfonate CS(=O)(=O)OCC1=CC(=CC(=C1)F)F